COC(=O)OCC1=CC=C(C=C1)[N+](=O)[O-] The molecule is a carbonate ester that is dimethyl carbonate in which one of the methyl groups has been replaced by a 4-nitrobenzyl group.